(Z)-3-((1H-imidazol-5-yl)methylene)-5-(6-(cyclopentylamino)pyrazin-2-yl)indolin-2-one N1C=NC=C1\C=C\1/C(NC2=CC=C(C=C12)C1=NC(=CN=C1)NC1CCCC1)=O